Ethyl (E)-3-(3-isobutylquinolin-7-yl)acrylate C(C(C)C)C=1C=NC2=CC(=CC=C2C1)/C=C/C(=O)OCC